6-(6,6-difluoro-3-azabicyclo[3.1.1]heptan-3-yl)-1-(6-fluoro-1-methyl-[1,2,4]triazolo[4,3-a]quinazolin-5-yl)-3,5-dihydro-2H-4,1-benzoxazepine FC1(C2CN(CC1C2)C2=CC=CC1=C2COCCN1C1=NC=2N(C3=CC=CC(=C13)F)C(=NN2)C)F